C(=CC(N)C)=CC(N)C methanediylidenebis[1-methylethanamine]